NCC1=CC=C(C=C1)NC(=O)C1=CC2=C(OCCC3=C2SC=C3)C=C1C=1C(=NC(=CC1)N1CCOCC1)C(=O)OC methyl 3-(9-((4-(aminomethyl)phenyl)carbamoyl)-4,5-dihydrobenzo[b]thieno[2,3-d]oxepin-8-yl)-6-morpholinopicolinate